FC=1C=C(C=CC1)N1C(=NC(=C1)C1=CC=C(C#N)C=C1)NCC1=CC=C(C=C1)C(F)(F)F 4-(1-(3-fluorophenyl)-2-((4-(trifluoromethyl)benzyl)amino)-1H-imidazol-4-yl)benzonitrile